N-(2-(3-(cyclopropylsulfonyl)-1-methyl-1H-pyrazol-5-yl)pyrimidin-4-yl)-5-isopropyl-8-((2R,3S)-2-methyl-3-((methylsulfonyl)methyl)azetidin-1-yl)isoquinolin-3-amine C1(CC1)S(=O)(=O)C1=NN(C(=C1)C1=NC=CC(=N1)NC=1N=CC2=C(C=CC(=C2C1)C(C)C)N1[C@@H]([C@H](C1)CS(=O)(=O)C)C)C